C[Si](N1C(CCCC1C)C)(C=C)C 1-[dimethyl-(vinyl)silyl]-2,6-dimethylpiperidine